Cl.N[C@@H]1[C@@H](OCC12CCN(CC2)C=2N=CC(=NC2)SC2=C(C(=NC=C2)NC2=NC(=NC=C2)N2C[C@@](CC2)(O)C)Cl)C (R)-1-(4-((4-((5-((3S,4S)-4-amino-3-methyl-2-oxa-8-azaspiro[4.5]Dec-8-yl)pyrazin-2-yl)thio)-3-chloropyridin-2-yl)amino)pyrimidin-2-yl)-3-methylpyrrolidin-3-ol hydrochloride Salt